CCCCC/C=C\C/C=C\C/C=C\C/C=C\C/C=C\CCC(=O)OC[C@H](COP(=O)([O-])OCC[N+](C)(C)C)OC(=O)CCCCCCC/C=C\CCCC 1-(4Z,7Z,10Z,13Z,16Z-docosapentaenoyl)-2-(9Z-tetradecenoyl)-sn-glycero-3-phosphocholine